3-(1,1-dimethylethyl)-4-hydroxy-5-methylbenzenepropanoic acid, methyl ester CC(C)(C)C=1C=C(C=C(C1O)C)CCC(=O)OC